Tertbutyl 9-(4-[(2,6-dimethoxy-4-(1,4,5-trimethyl-6-oxo-1,6-dihydropyridin-3-yl)phenyl)methyl]piperazine-1-yl)-3-azaspiro[5.5]undecane-3-carboxylate COC1=C(C(=CC(=C1)C1=CN(C(C(=C1C)C)=O)C)OC)CN1CCN(CC1)C1CCC2(CCN(CC2)C(=O)OC(C)(C)C)CC1